CSCCC1=NC2=C(N1CN1C(CC(C1)CCC)=O)C=CC(=C2)C(F)(F)F 1-{[2-[2-(methylthio)ethyl]-5-(trifluoromethyl)-1H-benzimidazol-1-yl]methyl}-4-propylpyrrolidin-2-one